2,6-Anhydro-4-(5-bromo-6-chloro-3-cyano-2H-indazol-2-yl)-3,4,5-trideoxy-5-isobutyramido-D-glycero-D-galacto-non-2-enonic acid BrC1=CC2=C(N(N=C2C=C1Cl)[C@H]1C=C(C(=O)O)O[C@H]([C@@H]1NC(C(C)C)=O)[C@H](O)[C@H](O)CO)C#N